C(C)C1=NC(=NC=C1)N1C[C@H](CC1)COC1=C(C=C(C=C1)C1=CC2=C(S(CO2)(=O)=O)C=C1)F (S)-6-(4-((1-(4-ethylpyrimidin-2-yl)pyrrolidin-3-yl)methoxy)-3-fluorophenyl)-2H-benzo[d][1,3]oxathiole 3,3-dioxide